ClC=1C=C(C=CC1Cl)NC1=CC(=NC(=N1)N1CCOCC1)[C@@H](C)NC(C1=NC=C(C=C1)OC)=O (R)-N-(1-(6-((3,4-dichlorophenyl)amino)-2-morpholinopyrimidin-4-yl)ethyl)-5-methoxypicolinamide